[Zn].[Pb].[Cu] copper lead-zinc